3-((6-amino-5-chloropyridin-3-yl)ethynyl)-N-(3-(2-cyanopropan-2-yl)-5-((1R,4R)-5-methyl-2,5-diazabicyclo[2.2.1]heptan-2-yl)phenyl)-4-methylbenzamide NC1=C(C=C(C=N1)C#CC=1C=C(C(=O)NC2=CC(=CC(=C2)N2[C@H]3CN([C@@H](C2)C3)C)C(C)(C)C#N)C=CC1C)Cl